4-(7-(3-Aminopiperidin-1-yl)-3-(2-fluoro-4-(3-methoxypyrrolidin-1-yl)phenyl)-3H-imidazo[4,5-b]pyridin-2-yl)-3-fluorobenzonitrile NC1CN(CCC1)C1=C2C(=NC=C1)N(C(=N2)C2=C(C=C(C#N)C=C2)F)C2=C(C=C(C=C2)N2CC(CC2)OC)F